(4-(Methylsulfonyl)phenyl)isoindoline CS(=O)(=O)C1=CC=C(C=C1)C1NCC2=CC=CC=C12